N1N=CC=C1S(=O)(=O)N1C[C@H](CC1)NC1=C2N=CN(C2=NC(=N1)N[C@H]([C@@H](C)O)CC)CC (2R,3S)-3-((6-(((S)-1-((1H-pyrazol-5-yl)sulfonyl)pyrrolidin-3-yl)amino)-9-ethyl-9H-purin-2-yl)amino)pentan-2-ol